C(C)C1CCNCC1 4-Ethylpiperidine